N-(tert-Butoxycarbonyl)-S-trityl-D-cysteine C(C)(C)(C)OC(=O)N[C@H](CSC(C1=CC=CC=C1)(C1=CC=CC=C1)C1=CC=CC=C1)C(=O)O